C(C1=CC=CC=C1)N1\C(\C=CC1=O)=C\CC(=O)OCC (E)-ethyl 3-(1-benzyl-5-oxo-1H-pyrrol-2(5H)-ylidene)propanoate